C(C)(=O)OC(C)C1(CCC1)C1=NC(=C2C=NC(=NN21)SC)Cl 1-(1-(5-chloro-2-(methylthio)imidazo[5,1-f][1,2,4]triazin-7-yl)cyclobutyl)ethyl acetate